octafluoro-1,6-hexanediol diacrylate C(C=C)(=O)OC(C(C(C(CCOC(C=C)=O)(F)F)(F)F)(F)F)(F)F